behenamidopropyl-dihydroxyethylamine C(CCCCCCCCCCCCCCCCCCCCC)(=O)NCCCNCC(O)O